cubenene C12C3C4C1=C5C2C3=C45